2-(6-cyclopropyl-4,5-dimethoxy-1-oxophthalazin-2-yl)-N-(5-fluoropyrimidin-2-yl)acetamide C1(CC1)C=1C(=C2C(=NN(C(C2=CC1)=O)CC(=O)NC1=NC=C(C=N1)F)OC)OC